BrCC(CO[Si](C)(C)C(C)(C)C)=C ((2-(bromomethyl)allyl)oxy)(tert-butyl)dimethylsilane